6-(4-aminothieno[3,2-c]pyridin-3-yl)-N-phenyl-1-naphthalenecarboxamide NC1=NC=CC2=C1C(=CS2)C=2C=C1C=CC=C(C1=CC2)C(=O)NC2=CC=CC=C2